C(CCC)N(C1CC(NC(C1)(C)C)(C)C)C1=NC(=NC(=N1)N(CCCC)C1CC(NC(C1)(C)C)(C)C)NCCCN(CCNCCCNC1=NC(=NC(=N1)N(CCCC)C1CC(NC(C1)(C)C)(C)C)N(CCCC)C1CC(NC(C1)(C)C)(C)C)C1=NC(=NC(=N1)N(CCCC)C1CC(NC(C1)(C)C)(C)C)N(CCCC)C1CC(NC(C1)(C)C)(C)C N,N',4-tris[4,6-bis(N-butyl-N-(2,2,6,6-tetramethyl-4-piperidyl)amino)-1,3,5-triazin-2-yl]-4,7-diazadecan-1,10-diamine